OC1=C(C=C(CN(C(OC(C)(C)C)=O)[C@H]2[C@@H](CCC2)O)C=C1C(F)(F)F)[N+](=O)[O-] tert-Butyl (4-hydroxy-3-nitro-5-(trifluoromethyl)benzyl)((1R,2R)-2-hydroxycyclopentyl)carbamate